N-(2-(2-aminoethyl)pyrimidin-4-yl)-1H-indol-3-amine NCCC1=NC=CC(=N1)NC1=CNC2=CC=CC=C12